3-(3-methoxy-4-methylphenyl)oxetan-3-amine hydrochloride Cl.COC=1C=C(C=CC1C)C1(COC1)N